ClC=1C=CC=C2C=C(C=NC12)NC1=NC(=NC=C1)NC1=CC(=C(C=C1)OC1CCC(CC1)N(C)C)OC 4-(8-chloro-3-quinolylamino)-2-{3-methoxy-4-[(1s,4s)-4-(dimethylamino)cyclohexyloxy]phenylamino}pyrimidine